C(#N)C1(CCC1)C(=O)N1CC2(CC2)[C@@H]([C@@H]1CC=1C(=C(C=CC1)C1=CC=CC=C1)F)NS(=O)(=O)CF N-((6S,7S)-5-(1-cyanocyclobutane-1-carbonyl)-6-((2-fluoro-[1,1'-biphenyl]-3-yl)methyl)-5-azaspiro[2.4]heptan-7-yl)-1-fluoromethanesulfonamide